Cyclopropanecarbonyl-2,6-diazaspiro[3.3]heptan-2-yl(1-isopropyl-1H-imidazol-4-yl)methanone C1(CC1)C(=O)C1N(CC12CNC2)C(=O)C=2N=CN(C2)C(C)C